O1[C@@H](CC1)CN1C(=NN=C1)C=O 4-(((S)-oxetan-2-yl)methyl)-4H-1,2,4-triazole-3-carbaldehyde